C(C)(C)(C)OC(=O)N1CC(CCC1)COC1=CC=C(C=C1)C1CCN(CC1)C(=O)OCC1=CC=CC=C1 benzyl 4-(4-[[1-(tert-butoxycarbonyl)piperidin-3-yl]methoxy]phenyl)piperidine-1-carboxylate